CC1=C(C=CC=C1C1=CC=2N(C=C1)C(=CN2)C2=CC=C(C=C2)C(C)N2CC(C2)C(C)=O)C2=CC=CC=C2 1-(1-(1-(4-(7-(2-methyl-[1,1'-biphenyl]-3-yl)imidazo[1,2-a]pyridin-3-yl)phenyl)ethyl)azetidin-3-yl)ethan-1-one